3-propoxytitanium bis(ethylacetoacetate) C(C)CC(CC(=O)[O-])=O.C(C)CC(CC(=O)[O-])=O.CCCO[Ti+2]